5-cyanopyridinecarboxylic acid C(#N)C=1C=CC(=NC1)C(=O)O